NC1=NC=NN2C1=C(C(=N2)C2=CC=C(C=C2)NC(C(=C)F)=O)C2=CC(=C(C(=O)NC1CCC1)C=C2)OC 4-(4-amino-6-(4-(2-fluoroacrylamido)phenyl)pyrazolo[5,1-f][1,2,4]triazin-5-yl)-N-cyclobutyl-2-methoxybenzamide